Ethyl 3-((1-(6-((S)-4-benzyl-2-oxooxazolidin-3-yl)-4-methylpyridin-2-yl)ethyl) amino)-6-bromopicolinate C(C1=CC=CC=C1)[C@@H]1N(C(OC1)=O)C1=CC(=CC(=N1)C(C)NC=1C(=NC(=CC1)Br)C(=O)OCC)C